N-(4,4-difluoro-6,7-dihydro-5H-pyrazolo[1,5-a]pyridin-2-yl)-4-methyl-3-[2-(5-methyl-3-pyridyl)ethynyl]benzamide FC1(C=2N(CCC1)N=C(C2)NC(C2=CC(=C(C=C2)C)C#CC=2C=NC=C(C2)C)=O)F